Tert-butyl 4-[3-methyl-2-oxo-1-(2-trimethylsilylethoxymethyl)benzimidazol-4-yl]piperazine-1-carboxylate CN1C(N(C2=C1C(=CC=C2)N2CCN(CC2)C(=O)OC(C)(C)C)COCC[Si](C)(C)C)=O